4-phenyldihydro-furan-2-one C1(=CC=CC=C1)C1CC(OC1)=O